2-chloro-1-(6-chloropyridin-2-yl)ethan-1-one ClCC(=O)C1=NC(=CC=C1)Cl